FC1=C(C(=C(C(=C1F)F)F)F)S(=O)(=O)N1[C@H](CC1)C(=O)O (R)-1-((perfluorophenyl)sulfonyl)azetidine-2-carboxylic acid